1,1-dioxo-2,3-dihydro-1,2-benzothiazole-5-carboxylic acid O=S1(NCC2=C1C=CC(=C2)C(=O)O)=O